ClC1=NC=C(C(=C1)NCCCO)C1=NN(C=C1)C(F)F 3-((2-chloro-5-(1-(difluoromethyl)-1H-pyrazol-3-yl)pyridin-4-yl)amino)propan-1-ol